NC1=C(C2=C(S1)C=CC(=C2C=2C1=C(C=3C(=NC(=NC3C2F)N2C[C@H](CC2)N(C)C)NC=2C=NOC2)COC1)F)C#N 2-Amino-4-(3-((S)-3-(dimethylamino)pyrrolidin-1-yl)-5-fluoro-1-(isoxazol-4-ylamino)-7,9-dihydrofuro[3,4-f]quinazolin-6-yl)-5-fluorobenzo[b]thiophene-3-carbonitrile